N-(3,5-difluoro-4-((6-methoxy-7-(3-(methylamino)propoxy)quinolin-4-yl)oxy)phenyl)-4-(oxetan-3-yloxy)pyridine-3-carboxamide FC=1C=C(C=C(C1OC1=CC=NC2=CC(=C(C=C12)OC)OCCCNC)F)NC(=O)C=1C=NC=CC1OC1COC1